3-bromo-2-chloro-6-cyanobenzene BrC=1C(=CC(=CC1)C#N)Cl